N,N-dimethyl-monopropyl-aminoethanol CN(C)C(C)(O)CCC